Bis(6-(1H-pyrazol-1-yl)-2,2'-bipyridine) cobalt bis(hexafluorophosphate) F[P-](F)(F)(F)(F)F.F[P-](F)(F)(F)(F)F.[Co+2].N1(N=CC=C1)C1=CC=CC(=N1)C1=NC=CC=C1.N1(N=CC=C1)C1=CC=CC(=N1)C1=NC=CC=C1